NC1(CN(C1)C1=CC=C2C(=C1)COC21CN(C1)C[C@H]1CN(C[C@H](O1)C)C=1C=2N(C(=CC1)C#N)N=CC2F)C 4-[(2S,6r)-2-[[6-(3-amino-3-methyl-azetidin-1-yl)spiro[1H-isobenzofuran-3,3'-azetidine]-1'-yl]methyl]-6-methyl-morpholin-4-yl]-3-fluoro-pyrazolo[1,5-a]pyridine-7-carbonitrile